benzo[cd]indol N1=CC2=C3C(C=CC=C13)=CC=C2